2-(2-cyanopyridin-4-yl)-4-methylthiazole-5-carboxylic acid C(#N)C1=NC=CC(=C1)C=1SC(=C(N1)C)C(=O)O